4-(5-bromo-1,3-benzoxazol-2-yl)piperidine-1-carboxylic acid tert-butyl ester C(C)(C)(C)OC(=O)N1CCC(CC1)C=1OC2=C(N1)C=C(C=C2)Br